(+)-2-methylbutyric acid CC[C@H](C)C(=O)O